NC=1C=CC=2C=C3C=CC(C=C3N(C2C1)CCCC(=O)O)=N 4-(3-amino-6-iminoacridin-10-yl)butanoic acid